3-((3-exo)-3-(methyl-(7-((5-methyl-1H-pyrazol-3-yl)amino)-1,6-naphthyridin-5-yl)amino)-8-azabicyclo[3.2.1]octan-8-yl)propionitrile CN(C1CC2CCC(C1)N2CCC#N)C2=C1C=CC=NC1=CC(=N2)NC2=NNC(=C2)C